pinenyl-thiazolidineone C12=C(C(CC(C1(C)C)C2)N2C(SCC2)=O)C